(1R,2S,5S)-8-(benzyl(methyl)carbamoyl)-3-(2,2-diphenylpropionyl)-3,8-diazabicyclo[3.2.1]octane-2-carboxylic acid C(C1=CC=CC=C1)N(C(=O)N1[C@H]2[C@H](N(C[C@@H]1CC2)C(C(C)(C2=CC=CC=C2)C2=CC=CC=C2)=O)C(=O)O)C